CC1=CC=C(S1)N1CCN(CC1)CC=1C=C2CN(C(C2=CC1)=O)N1C(NC(CC1)=O)=O 1-(5-((4-(5-methylthiophen-2-yl)piperazin-1-yl)methyl)-1-oxoisoindolin-2-yl)dihydropyrimidine-2,4(1H,3H)-dione